ClC=1C=C(OCC(=O)OC(C)(C)C)C=CC1C=O tert-butyl 2-(3-chloro-4-formylphenoxy)acetate